4-bromo-2-chloro-N-(2,2-difluoroethyl)benzamide BrC1=CC(=C(C(=O)NCC(F)F)C=C1)Cl